4-bromo-2-(methyl-d3)-7-(trifluoromethyl)-2H-indazole BrC=1C2=CN(N=C2C(=CC1)C(F)(F)F)C([2H])([2H])[2H]